6-(benzylamino)-3,4-dihydroquinolin-2(1H)-one C(C1=CC=CC=C1)NC=1C=C2CCC(NC2=CC1)=O